4-[4-(2-Cyclopropylphenoxy)-3-methoxyphenyl]-2H,4H,5H,6H,7H-pyrazolo[3,4-b]pyridin-6-one C1(CC1)C1=C(OC2=C(C=C(C=C2)C2C=3C(NC(C2)=O)=NNC3)OC)C=CC=C1